C(C(C)C)C=1C=NN2C1NC(C1=C2C=NC(=C1)C)=O 3-isobutyl-7-methylpyrazolo[1,5-a]pyrido[4,3-e]pyrimidin-5(4H)-one